N-(1-(tert-butyl)-5-fluoro-1H-benzo[d]imidazol-2-yl)-2-(2,2,3,3-tetrafluorocyclobutyl)acetamide C(C)(C)(C)N1C(=NC2=C1C=CC(=C2)F)NC(CC2C(C(C2)(F)F)(F)F)=O